FC(C(=O)O)(F)F.ClC=1C=CC(=C(C(=O)NC2=C(C(=CC=C2)[C@]2(NC(N(C(C2)=O)[C@H]2C[C@H](OCC2)C)=N)C)Cl)C1)OC(F)F |o1:29,31| 5-Chloro-N-(2-chloro-3-{(4S)-2-imino-4-methyl-1-[(2R*,4R*)-2-methyltetrahydropyran-4-yl]-6-oxo-hexahydropyrimidin-4-yl}phenyl)-2-(difluoromethoxy)benzamide trifluoroacetic acid salt